adamantyltrimethyl-ammonium hydroxide [OH-].C12(CC3CC(CC(C1)C3)C2)[N+](C)(C)C